CC1=CC=C(C=C1)S(=O)(=O)O.CC1=CC=C(C=C1)S(=O)(=O)O.C(CC)=O propan-1-one di-p-toluenesulfonic acid salt